ClC1=NC(=CC(=C1)C=1C=NC=C(C1)F)C1CCC1 2'-Chloro-6'-cyclobutyl-5-fluoro-3,4'-bipyridine